4-((2-((1s,4s)-4-aminocyclohexyl)ethyl)amino)-5-chloro-2-fluoro-N-(thiazol-2-yl)benzenesulfonamide NC1CCC(CC1)CCNC1=CC(=C(C=C1Cl)S(=O)(=O)NC=1SC=CN1)F